C(C1=CC=CC=C1)C(CCC(=O)O)CC(CC)C(=O)OCC1=CC=C(C=C1)CC(C)C 3-benzylcarboxy-5-(4-isobutylbenzylcarboxy)heptane